CN1[C@@H](CCC1)C(=O)N[C@@H](C(C)C)C(=O)O.FC1=C(C=CC(=C1)F)CC1CC2(CN(C2)C(=O)N2CC3(C2)CC(C3)N3N=CN=C3CC)C1 [6-[(2,4-difluorophenyl)methyl]-2-azaspiro[3.3]heptan-2-yl]-[6-(5-ethyl-1,2,4-triazol-1-yl)-2-azaspiro[3.3]heptan-2-yl]methanone methyl-L-prolyl-L-valinate